8-(2,4-Difluorophenyl)-9-(4-((1-(3-fluoropropyl)azetidin-3-yl)methyl)phenyl)-6,7-dihydro-5H-benzo[7]annulen FC1=C(C=CC(=C1)F)C=1CCCC2=C(C1C1=CC=C(C=C1)CC1CN(C1)CCCF)C=CC=C2